FC(C=1C=C2C[C@@H]3[C@@H](NCCC3)C2=CC1)(F)F cis-7-(trifluoromethyl)-2,3,4,4a,5,9b-hexahydro-1H-indeno[1,2-b]pyridine